manganese(II) monoxide [O-2].[Mn+2]